CNC(=O)C=1C=CC2=C(C=COC2)C1 N-methyl-1H-2-benzopyran-6-carboxamide